N1=C(C=CC(=C1)C1=C2C(OC(C2=CC=C1C(=O)[O-])=O)=O)C1=C2C(OC(C2=CC=C1C(=O)[O-])=O)=O pyridine-2,5-diylbis(1,3-dioxo-1,3-dihydroisobenzofuran-5-carboxylate)